S1C(=CC=C1)NC1=CC=C(C=C1)N 2-thienyl-para-phenylenediamine